ClCCCCC(=O)Cl 5-chlorovaleryl chloride